C(#N)[C@H](C[C@H]1C(NCC1)=O)NC([C@H]([C@H]1OC2=C(C1)C=CC=C2)N2C(=CC1=C(C=CC=C21)OC)C(=O)N)=O ((S)-2-(((S)-1-cyano-2-((S)-2-oxopyrrolidin-3-yl)ethyl)amino)-1-((S)-2,3-dihydrobenzofuran-2-yl)-2-oxoethyl)-4-methoxy-1H-indole-2-carboxamide